7-Diethylamino-3-(4-phenyl-thiazol-2-yl)-chromen-2-one C(C)N(C1=CC=C2C=C(C(OC2=C1)=O)C=1SC=C(N1)C1=CC=CC=C1)CC